N-(2,2-difluoroethyl)-6-(2-(((1-(trifluoromethyl)cyclopropyl)methyl)amino)-7H-pyrrolo[2,3-d]pyrimidin-5-yl)imidazo[1,2-a]pyridine-3-carboxamide FC(CNC(=O)C1=CN=C2N1C=C(C=C2)C2=CNC=1N=C(N=CC12)NCC1(CC1)C(F)(F)F)F